C(CCCCCCC)C(CCCCCCCC)OC(CCCCCCCOC(=O)[C@H]1N(CC[C@H](C1)O)C(=O)OC(C)(C)C)=O (2s,4r)-4-hydroxypiperidine-1,2-dicarboxylic acid O1-tert-butyl ester O2-[8-(1-octylnonyloxy)-8-oxo-octyl] ester